5-(Ethoxycarbonyl)-3-methyl-4,5-dihydro-1H-pyrazol-1-ium trifluoroacetate FC(C(=O)[O-])(F)F.C(C)OC(=O)C1CC(=N[NH2+]1)C